L-4-nitrophenylpalmitate [N+](=O)([O-])C1=CC=C(C=C1)OC(CCCCCCCCCCCCCCC)=O